NC1=C(N=C(S1)C1=C(C=CC=C1F)F)C(=O)NC=1C=NC2=CC=CC=C2C1N1C[C@H](CCC1)N 5-amino-N-{4-[(3S)-3-aminopiperidin-1-yl]quinolin-3-yl}-2-(2,6-difluorophenyl)-1,3-thiazole-4-carboxamide